(5s,10s)-5-(3-Azidopropyl)-3,7-bis(dimethylamino)-5-methyl-3'H,5H-spiro[dibenzo[b,e]siline-10,1'-isobenzofuran]-3'-one N(=[N+]=[N-])CCC[Si]1(C2=C(C=CC(=C2)N(C)C)C2(OC(C3=CC=CC=C23)=O)C2=C1C=C(C=C2)N(C)C)C